aminocarbonyl-cholesterol NC(=O)CC(C)CCC[C@@H](C)[C@H]1CC[C@H]2[C@@H]3CC=C4C[C@@H](O)CC[C@]4(C)[C@H]3CC[C@]12C